NC=1C2=C(N=CN1)N(C=C2)[C@@H]2O[C@](C[C@H]2O)(CO)F (2R,3R,5S)-2-(4-amino-7H-pyrrolo[2,3-d]pyrimidin-7-yl)-5-fluoro-5-(hydroxymethyl)tetrahydrofuran-3-ol